N1=CC(=CC=C1)C1=CNC=2N=CC=3CCN(CC3C21)C(C)=O 1-(9-(pyridin-3-yl)-1,3,4,7-tetrahydro-2H-pyrrolo[2,3-c][2,6]naphthyridin-2-yl)ethan-1-one